C(C)N(CCC1=CNC2=CC=CC(=C12)OC1OC(C(C(C1O)O)O)CO)CC 2-((3-(2-(diethylamino)-ethyl)-1H-indol-4-yl)oxy)-6-(hydroxymethyl)tetra-hydro-2H-pyran-3,4,5-triol